2-(3',5'-di-tert-butyl-2-hydroxyphenyl)-5-chloro-benzotriazole C(C)(C)(C)C=1C(=C(C=C(C1)C(C)(C)C)N1N=C2C(=N1)C=CC(=C2)Cl)O